N-(2-(3,4-difluorobenzyl)-3-hydroxypropyl)-2-(3,4-difluorophenyl)morpholine-4-carboxamide FC=1C=C(CC(CNC(=O)N2CC(OCC2)C2=CC(=C(C=C2)F)F)CO)C=CC1F